dimethyl itaconate C(C(=C)CC(=O)OC)(=O)OC